C(#N)C1=C(C=CC=C1)NC(=O)C1=C(C(=NS1)Cl)Cl N-2-cyanophenyl-3,4-dichloroisothiazole-5-carboxamide